2-oxopropanoate sodium salt [Na+].O=C(C(=O)[O-])C